(6-chloropyridin-2-yl)(hydroxy)methylacrylate ClC1=CC=CC(=N1)C=C(C(=O)[O-])CO